(1S,3R,4S)-N-[(1R)-1-cyano-2-[(3S)-2-oxo-3-piperidyl]ethyl]-2-[(2S)-2-(2,5-difluoroanilino)propanoyl]-5,5-difluoro-2-azabicyclo[2.2.2]octane-3-carboxamide C(#N)[C@@H](C[C@H]1C(NCCC1)=O)NC(=O)[C@@H]1N([C@@H]2CC([C@H]1CC2)(F)F)C([C@H](C)NC2=C(C=CC(=C2)F)F)=O